6-carboxy-diethyl-p-methylaminophenol C(=O)(O)C1=CC(=C(C(=C1O)CC)CC)NC